C(C)(C)(C)OC(=O)N1CC2(C1)CCN(CC2)C2=C(C=C(C=C2)Br)[N+](=O)[O-] 7-(4-bromo-2-nitrophenyl)-2,7-diazaspiro[3.5]nonane-2-carboxylic acid tert-butyl ester